C(C)OC(CCCC(C(=O)NC1=CC(=C(C=C1)C#N)OC)=O)=O 6-(4-cyano-3-methoxy-anilino)-5,6-dioxo-hexanoic acid ethyl ester